CC(CC(=O)N1CCN(C2=CC=CC=C12)C(=O)NCC1CNCC1)(C)C 4-(3,3-dimethylbutanoyl)-N-(pyrrolidin-3-ylmethyl)-3,4-dihydroquinoxaline-1(2H)-carboxamide